(R)-1-(2-fluoro-3-(pyrrolidin-1-carbonyl)phenyl)-N-(1-(3-nitro-5-(trifluoromethyl)phenyl)ethyl)-6-oxo-1,6-dihydropyridazine-3-carboxamide FC1=C(C=CC=C1C(=O)N1CCCC1)N1N=C(C=CC1=O)C(=O)N[C@H](C)C1=CC(=CC(=C1)C(F)(F)F)[N+](=O)[O-]